FC1=CC=C(C=C1)C=1C(=NN2C1C=CC=C2C(F)(F)F)NC(C[C@@](C)(C2=CC=CC=C2)O)=O (S)-N-(3-(4-fluorophenyl)-7-(trifluoromethyl)pyrazolo[1,5-a]pyridin-2-yl)-3-hydroxy-3-phenylbutanamide